(2S,4R)-1-((S)-2-(4-chloro-3-(2-oxoethoxy)isoxazol-5-yl)-3-methylbutanoyl)-4-hydroxy-N-((S)-1-(4-(4-methylthiazol-5-yl)phenyl)ethyl)pyrrolidine-2-carboxamide ClC=1C(=NOC1[C@@H](C(=O)N1[C@@H](C[C@H](C1)O)C(=O)N[C@@H](C)C1=CC=C(C=C1)C1=C(N=CS1)C)C(C)C)OCC=O